C1(=CC=CC=C1)CNC([C@@H](N)C)=O N-(phenylmethyl)-L-alaninamide